1-(2,4-bis(trifluoromethyl)benzyl)-1H-imidazol-4-amine FC(C1=C(CN2C=NC(=C2)N)C=CC(=C1)C(F)(F)F)(F)F